(S)-N-(5-(3-(3-hydroxy-3-methylbut-1-yn-1-yl)imidazo[1,2-b]pyridazin-6-yl)-2-methylphenyl)-3-phenylisooxazolidine-2-carboxamide OC(C#CC1=CN=C2N1N=C(C=C2)C=2C=CC(=C(C2)NC(=O)N2OCC[C@H]2C2=CC=CC=C2)C)(C)C